C(C)(=O)OC(COC(C)=O)CN1CCC(CC1)NC1=C2C=C(N(C2=CC=C1)CC(F)(F)F)C#CCNC1=C(C=C(C=C1)S(=O)(=O)C)OC 1-(acetyloxy)-3-{4-[(2-{3-[(4-methanesulfonyl-2-methoxyphenyl)amino]prop-1-yn-1-yl}-1-(2,2,2-trifluoroethyl)-1H-indol-4-yl)amino]piperidin-1-yl}propan-2-yl acetate